(3-(tert-butyl)-1-methyl-1H-pyrazol-5-yl)-2-methylpyrazolo[1,5-a]quinazolin-5-amine C(C)(C)(C)C1=NN(C(=C1)C=1C(=NN2C1N=C(C1=CC=CC=C21)N)C)C